tert-butyl (4S)-4-(1-hydroxyethyl)-2,2-dimethyloxazolidine-3-carboxylate OC(C)[C@H]1N(C(OC1)(C)C)C(=O)OC(C)(C)C